FCCCN1CC(C1)CC1=CC=C(C=C1)C1=C(CCCC2=C1C=CC=C2)[C@@H]2C[C@@H](CCC2)C 9-(4-((1-(3-Fluoropropyl)azetidin-3-yl)methyl)phenyl)-8-(cis-3-methylcyclohexyl)-6,7-dihydro-5H-benzo[7]annulen